CN1N=C(C=CC1=O)C=1OC2=C(N1)C=C(C=C2)NC(=O)C2=CC=C(C=N2)OCCOCC(=O)OC(C)(C)C tert-Butyl 2-{2-[(6-{[2-(1-methyl-6-oxo-1,6-dihydropyridazin-3-yl)-1,3-benzoxazol-5-yl]carbamoyl}pyridin-3-yl)oxy]ethoxy}acetate